[Li].FN(S(O)=O)F difluorosulfinamic acid lithium